ClC1=C2C(=NC(=NC2=CC=C1)CO)C (5-Chloro-4-methylquinazolin-2-yl)methanol